N[C@@H]1[C@@H](OCC12CCN(CC2)C=2N=CC(=NC2)SC=2C(=C1C(N(C=NC1=CC2)CC2=NC=CN=C2)=O)Cl)C 6-((5-((3S,4S)-4-amino-3-methyl-2-oxa-8-azaspiro[4.5]decan-8-yl)pyrazin-2-yl)thio)-5-chloro-3-(pyrazin-2-ylmethyl)quinazolin-4(3H)-one